4-(4-acryloylpiperazin-1-yl)-8-((5-chloro-6-fluoro-1H-indazol-4-yl)oxy)-2-((2-ethyl-1,2,3,4-tetrahydroisoquinolin-5-yl)oxy)-1,7-naphthyridine-3-carbonitrile C(C=C)(=O)N1CCN(CC1)C1=C(C(=NC2=C(N=CC=C12)OC1=C2C=NNC2=CC(=C1Cl)F)OC1=C2CCN(CC2=CC=C1)CC)C#N